N-((1R,2S)-2-Acrylamidocyclohexyl)-4-oxo-5-(5-phenoxypyrimidin-2-yl)-4,5-dihydro-3H-1-thia-3,5,8-triazaacenaphthylene-2-carboxamide C(C=C)(=O)N[C@@H]1[C@@H](CCCC1)NC(=O)C=1SC=2N=CC=C3N(C(NC1C23)=O)C2=NC=C(C=N2)OC2=CC=CC=C2